2-chloro-3-(3'-(4,6-diphenyl-1,3,5-triazin-2-yl)-[1,1'-biphenyl]-3-yl)quinoxaline ClC1=NC2=CC=CC=C2N=C1C=1C=C(C=CC1)C1=CC(=CC=C1)C1=NC(=NC(=N1)C1=CC=CC=C1)C1=CC=CC=C1